tert-butyl (4-(4-(((3-amino-2-chloroquinolin-4-yl)amino)methyl)phenoxy)benzyl)(methyl)carbamate NC=1C(=NC2=CC=CC=C2C1NCC1=CC=C(OC2=CC=C(CN(C(OC(C)(C)C)=O)C)C=C2)C=C1)Cl